tert-butyl (R)-(1-(2,3-dihydro-1H-pyrrolo[2,3-b]pyridin-4-yl)pyrrolidin-3-yl)carbamate N1CCC=2C1=NC=CC2N2C[C@@H](CC2)NC(OC(C)(C)C)=O